(S)-2-(2,2-dimethyl-1,3-dioxolan-4-yl)ethan-1-amine CC1(OC[C@@H](O1)CCN)C